(S)-N-methyl-6-(trifluoromethyl)-2,3-dihydrobenzofuran-3-amine hydrochloride Cl.CN[C@@H]1COC2=C1C=CC(=C2)C(F)(F)F